ClC1=CC=C(C=C1)C1CCN(CC1)C1=C(C=C(C=C1)CC(=O)OC)F methyl 2-[4-[4-(4-chlorophenyl)-1-piperidyl]-3-fluoro-phenyl]acetate